CN(OC)C(COCCOCC)=O 3-methyl-4-oxo-2,6,9-trioxa-3-azaundecane